(3S)-N-ethyl-1-(3-pyrimidin-5-yl-1H-pyrrolo[2,3-b]pyridin-4-yl)piperidin-3-amine C(C)N[C@@H]1CN(CCC1)C1=C2C(=NC=C1)NC=C2C=2C=NC=NC2